6-(2-methyl-2H-indazol-5-yl)-N-(piperidin-4-yl)[1,3]thiazolo[4,5-b]pyridin-2-amine hydrochloride Cl.CN1N=C2C=CC(=CC2=C1)C=1C=C2C(=NC1)N=C(S2)NC2CCNCC2